(R)-2-(4-(3H-[1,2,3]triazolo[4,5-b]pyridin-3-yl)-2-fluoro-N-(piperidin-3-yl)benzamido)-N,N-dimethylnicotinamide N1=NN(C2=NC=CC=C21)C2=CC(=C(C(=O)N([C@H]1CNCCC1)C1=C(C(=O)N(C)C)C=CC=N1)C=C2)F